2,2'-ethylidenebis(4,6-di-tert.butyl-phenol) C(C)(C1=C(C(=CC(=C1)C(C)(C)C)C(C)(C)C)O)C1=C(C(=CC(=C1)C(C)(C)C)C(C)(C)C)O